O1CCC(CC1)C=1NC2=NC=CC(=C2C1)Cl 2-(Tetrahydro-2H-pyran-4-yl)-4-chloro-7-azaindole